3-(5-Methyl-1,3-thiazol-2-yl)-5-[(3S)-tetrahydrofuran-3-ylmethoxy]-N-[(1R)-1-[2-(trifluoromethyl)pyrimidin-5-yl]ethyl]benzamide CC1=CN=C(S1)C=1C=C(C(=O)N[C@H](C)C=2C=NC(=NC2)C(F)(F)F)C=C(C1)OC[C@@H]1COCC1